6-fluoro-4-methoxy-2-(4-pyridyl)-5-trifluoromethylpyrimidine FC1=C(C(=NC(=N1)C1=CC=NC=C1)OC)C(F)(F)F